C(C)C1=CC=C(C=C1)OC p-Ethylanisol